1-(2-((tert-butyldiphenylsilyl)oxy)-1-(6-chloropyridin-3-yl)ethyl)-1H-1,2,3-triazole-4-carboxylic acid tert-butyl ester C(C)(C)(C)OC(=O)C=1N=NN(C1)C(CO[Si](C1=CC=CC=C1)(C1=CC=CC=C1)C(C)(C)C)C=1C=NC(=CC1)Cl